methyl pyruvate C(C(=O)C)(=O)OC